ClC=1C=C(C(=C2C=CNC12)N1C(C2=CC(=C(C=C2C(=C1)C(=O)N1CCCCC1)OC)OC(F)F)=O)F 2-(7-chloro-5-fluoro-1H-indol-4-yl)-7-(difluoromethoxy)-6-methoxy-4-(piperidine-1-carbonyl)isoquinolin-1(2H)-one